methyl (S)-2-((tert-butoxycarbonyl)amino)-3,3-dimethylpent-4-enoate C(C)(C)(C)OC(=O)N[C@H](C(=O)OC)C(C=C)(C)C